ethylvalerate C(C)OC(CCCC)=O